FC1=C(C=C(C=C1)F)N1C(C(=C2N1CCCC2)C(=O)NC2=CC(=C(C=C2)OC2=NC=NC1=CC(=C(C=C21)OCCOC)OCCOC)C)=O (2,5-difluorophenyl)-N-(4-((6,7-bis(2-methoxyethoxy)quinazolin-4-yl)oxy)-3-methylphenyl)-2-oxo-1,2,4,5,6,7-hexahydropyrazolo[1,5-a]pyridine-3-carboxamide